C1CCC2=C(C=CC=C12)[C@H]([C@@H](C=1OC(NN1)=O)NS(=O)(=O)C1=CC(=C(C=C1)F)S(=O)(=O)C)C N-((1S,2R)-2-(2,3-dihydro-1H-inden-4-yl)-1-(5-oxo-4,5-dihydro-1,3,4-oxadiazol-2-yl)propyl)-4-fluoro-3-(methylsulfonyl)benzenesulfonamide